1-methyl-6-[4-[3-(2-oxooxazolidin-3-yl)propoxy]phenoxy]indazole-5-carboxamide CN1N=CC2=CC(=C(C=C12)OC1=CC=C(C=C1)OCCCN1C(OCC1)=O)C(=O)N